NC1=C(C=C(C=N1)NC(C(=O)N1[C@H](CN([C@@H](C1)C)C(=O)C1(CC1)C(F)(F)F)C1=CC(=C(C=C1)Cl)Cl)=O)C N-(6-amino-5-methylpyridin-3-yl)-2-((2S,5R)-2-(3,4-dichlorophenyl)-5-methyl-4-(1-(trifluoromethyl)cyclopropanecarbonyl)piperazin-1-yl)-2-oxoacetamide